CC1=C(C=CC=C1C)I 2,3-dimethyl-iodobenzene